NCCCN1CCN(CC1)C=1C=C(C(=O)NC2=CC=C(C=C2)S(=O)(=O)N2CCN(CC2)C2=NC(=CC(=C2)C(F)(F)F)Cl)C=CC1 3-[4-(3-aminopropyl)piperazin-1-yl]-N-[4-[4-[6-chloro-4-(trifluoromethyl)-2-pyridinyl]piperazin-1-yl]sulfonylphenyl]benzamide